6-bromo-N'-(2-ethyl-4-hydroxy-phenyl)-4-[[(1-methylazetidin-3-yl)methyl]amino]pyrrolo[1,2-b]pyridazine-3-carboxamidine BrC=1C=C2N(N=CC(=C2NCC2CN(C2)C)C(=NC2=C(C=C(C=C2)O)CC)N)C1